(5-isopropyl-1H-pyrazol-3-yl)[(1R,5S,6r)-6-(6-methoxy[1,2,4]triazolo[4,3-a]pyridin-3-yl)-3-azabicyclo[3.1.0]hex-3-yl]methanone C(C)(C)C1=CC(=NN1)C(=O)N1C[C@H]2C([C@H]2C1)C1=NN=C2N1C=C(C=C2)OC